5-methylene-2-(trifluoromethyl)-5,8-dihydro-6H-pyrano[3,4-b]pyridine C=C1COCC2=NC(=CC=C21)C(F)(F)F